BrC1=CSC2=C(N=CC=C21)O 3-bromothieno[2,3-c]pyridin-7-ol